4-(4-bromo-2-fluorophenyl)morpholine BrC1=CC(=C(C=C1)N1CCOCC1)F